C(C)O[C@@H]1CC[C@H](CC1)N1N=C(C(=C1)NC(=O)C=1N=C(OC1)C=1C=NNC1)C1=NC=CC=N1 N-(1-(trans-4-ethoxycyclohexyl)-3-(pyrimidin-2-yl)-1H-pyrazol-4-yl)-2-(1H-pyrazol-4-yl)oxazole-4-carboxamide